3-(p-toluenesulfonyl)propionic acid CC1=CC=C(C=C1)S(=O)(=O)CCC(=O)O